CN([C@@H](C(C)C)C(=O)OC)C(CN(C(=O)C1[N@@](C1)C(C1=CC=CC=C1)(C1=CC=CC=C1)C1=CC=CC=C1)C)=O methyl N-methyl-N-(N-methyl-N-((R)-1-tritylaziridine-2-carbonyl) glycyl)-L-valinate